perfluoro(1-hexene) FC(=C(C(C(C(C(F)(F)F)(F)F)(F)F)(F)F)F)F